Cl.N1(CCNCCC1)CCC1=CC=C(C=C1)N1C(N=C(C=C1)NC(=O)N1CCN(CC1)C(C(C)(C)N)=O)=O N-(1-(4-(2-(1,4-Diazepan-1-yl)ethyl)phenyl)-2-oxo-1,2-dihydropyrimidin-4-yl)-4-(2-amino-2-methylpropanoyl)piperazine-1-carboxamide hydrochloride salt